2-(3-bromo-2-chlorophenoxy)-5-(trifluoromethyl)pyridine BrC=1C(=C(OC2=NC=C(C=C2)C(F)(F)F)C=CC1)Cl